2-(difluoromethoxy)-3,4,5,6-tetrafluorobenzenesulfonamide FC(OC1=C(C(=C(C(=C1F)F)F)F)S(=O)(=O)N)F